(8R)-2-(2-(6-azaspiro[3.5]nonan-1-yloxy)pyridin-4-yl)-8-phenyl-7,8-dihydro-6H-pyrrolo[2',1':2,3]imidazo[4,5-b]piperidine C1(CCC12CNCCC2)OC2=NC=CC(=C2)C2CCC1=C(N2)N2C(=N1)CC[C@@H]2C2=CC=CC=C2